C(N)(=O)CC[C@@H](COC1=CC=C(C=C1)S(=O)(=O)C)NC(=O)[C@@H]1CC[C@H]2N1C([C@H](CNCC2)NC(OC(C)(C)C)=O)=O Tert-butyl N-[(5S,8S,10aR)-8-[[(2S)-4-carbamoyl-1-(4-methanesulfonylphenoxy)butan-2-yl]carbamoyl]-6-oxo-octahydro-1H-pyrrolo[1,2-a][1,5]diazocin-5-yl]carbamate